NC=1C2=C(N=CN1)N(C(=C2C2=CC=C(C=C2)OC2=CC=CC=C2)C#CCN(C(C=C)=O)C)C N-(3-(4-amino-7-methyl-5-(4-phenoxyphenyl)-7H-pyrrolo[2,3-d]pyrimidin-6-yl)prop-2-ynyl)-N-methylacrylamide